7-phenylheptan-1,2-diol diacrylate C(C=C)(=O)OCC(CCCCCC1=CC=CC=C1)OC(C=C)=O